methyl 2-((4-fluoro-3-oxo-1,3-dihydro-2H-pyrrolo[3,4-c]pyridin-2-yl)methyl)benzofuran-7-carboxylate FC1=NC=CC2=C1C(N(C2)CC=2OC1=C(C2)C=CC=C1C(=O)OC)=O